l-guluronic acid sodium [Na].O=C[C@@H](O)[C@@H](O)[C@H](O)[C@@H](O)C(=O)O